(S)-4-(6-((1-(6-(4-fluoro-1H-pyrazol-1-yl)pyridin-3-yl)ethyl)(methyl)amino)pyridine-3-yl)-6-(4-methylpiperazin-1-yl)pyrazolo[1,5-a]pyridine-3-carbonitrile FC=1C=NN(C1)C1=CC=C(C=N1)[C@H](C)N(C1=CC=C(C=N1)C=1C=2N(C=C(C1)N1CCN(CC1)C)N=CC2C#N)C